C[NH+](CCO)C Dimethyl-2-hydroxyethylammonium